CC1=C(C(=O)NC2=CC=C(C3=CC=CC=C23)S(N[C@@H]2CCN3C(CC[C@@H]3C2)=O)(=O)=O)C=CC=C1 2-methyl-N-(4-(N-((7R,8aR)-3-oxooctahydroindolizin-7-yl)sulfamoyl)naphthalen-1-yl)benzamide